COCCN1[C@@H](CN(CC1)C1=CC=C(C=C1)NC(=O)C=1C(NC=CC1NC1=C(C2=C(OCCN2)N=C1)C)=O)C (R)-N-(4-(4-(2-methoxyethyl)-3-methylpiperazin-1-yl)phenyl)-4-((8-methyl-2,3-dihydro-1H-pyrido[2,3-b][1,4]oxazin-7-yl)amino)-2-oxo-1,2-dihydropyridine-3-carboxamide